FC1=CC(=C(C=C1)C=1C2=C(C(=NC1C1=NN3C(CN(CC3)C(=O)OC(C)(C)C)=C1)O)C=CS2)OC(C)C tert-butyl 2-[7-(4-fluoro-2-isopropoxy-phenyl)-4-hydroxy-thieno[3,2-c]pyridin-6-yl]-6,7-dihydro-4H-pyrazolo[1,5-a]pyrazine-5-carboxylate